C(C)(C)(C)OC(N(C)[C@H](C)C1CC1)=O.OC(CNC(C(=C)C)=O)COCCC[Si](C)(C)C(C)(C)C N-[2-hydroxy-3-(3-(t-butyl-dimethylsilyl)propyloxy)propyl]-2-methyl-acrylamide tert-butyl-(R)-(1-cyclopropylethyl)(methyl)carbamate